COC(=O)C1OC2(O[C@H]1C1=C(C=CC=C1)[N+](=O)[O-])CCCCC2 (21R,3S)-methyl-3-(2-nitrophenyl)-1,4-dioxaspiro[4.5]decane-2-carboxylate